1,1'-binaphthol C=1(C(=CC=C2C=CC=CC12)O)C1=CC=CC2=CC=CC=C12